C1=CC=CC=2CCC(CCCCC3=C(C21)C=CC=C3)=O dibenzocycloundecan-7-one